Methyl-N-(3-chloro-5-fluoroisonicotinyl)-O-((S)-2-hydroxy-4-(1,8-naphthyridin-2-yl)butyl)homoserine Dimethyl-2-(Diethoxyphosphoryl)Succinate CC(C(C(=O)O)P(=O)(OCC)OCC)(C(=O)O)C.CN([C@@H](CCOC[C@H](CCC1=NC2=NC=CC=C2C=C1)O)C(=O)O)CC1=C(C=NC=C1F)Cl